naphthol phosphonate P(O)(O)=O.C1(=CC=CC2=CC=CC=C12)O